1H-pyrrolo[3,2-c]pyridine-3-carboxylic acid N1C=C(C=2C=NC=CC21)C(=O)O